C[C@@H]1CC[C@H]([C@H](C1)CC(=O)O)C(C)C.C(C)(=O)OC1CC(CCC1C(C)C)C menthyl acetate ([(1R,2S,5R)-5-methyl-2-propan-2-ylcyclohexyl] acetate)